methyl (S)-2-(4-(6-((4-cyano-2-fluorobenzyl)oxy)pyridine-2-yl)benzyl)-1-(oxetan-2-ylmethyl)-1H-benzo[d]imidazole-6-carboxylate C(#N)C1=CC(=C(COC2=CC=CC(=N2)C2=CC=C(CC3=NC4=C(N3C[C@H]3OCC3)C=C(C=C4)C(=O)OC)C=C2)C=C1)F